C(C(C(C(C(C(C(C(C(C(C(C([2H])([2H])[2H])([2H])[2H])([2H])[2H])([2H])[2H])([2H])[2H])([2H])[2H])([2H])[2H])([2H])[2H])([2H])[2H])([2H])[2H])([2H])[2H])([2H])([2H])[2H] dodecane-d26